C(C)(C)(C)OC(=O)N1C[C@@H](C[C@H](C1)O)NC=1OC=2C(=NC(=CC2)Cl)N1 (3R,5R)-3-[(5-chlorooxazolo[4,5-b]pyridin-2-yl)amino]-5-hydroxy-piperidine-1-carboxylic acid tert-butyl ester